BrC1=C(C(=C(C=C1)C=1C(=NN(C1)COCC[Si](C)(C)C)C)F)F 4-(4-bromo-2,3-difluorophenyl)-3-methyl-1-((2-(trimethylsilyl)ethoxy)methyl)-1H-pyrazole